N-(3-chloro-4-fluorophenyl)-4-(5-((S)-4,4-difluoro-3-hydroxy-3-methylbut-1-yn-1-yl)-5-hydroxyoctahydropentalen-2-yl)-1-methyl-1H-imidazole-5-carboxamide ClC=1C=C(C=CC1F)NC(=O)C1=C(N=CN1C)C1CC2CC(CC2C1)(O)C#C[C@](C(F)F)(C)O